F[C@@H]1C[C@@]2(CCCN2C1)COC=1N=C(C2=C(N1)C=CN=C2)N 2-(((2R,7aS)-2-fluorotetrahydro-1H-pyrrolizin-7a(5H)-yl)methoxy)pyrido[4,3-d]pyrimidin-4-amine